COC1=C(C=CC=C1)\C=C(\C(C1=CC=CC=C1)NS(=O)(=O)C1=C(C=C(C=C1C)C)C)/[Si](C)(C)C (Z)-N-(3-(2-methoxyphenyl)-1-phenyl-2-(trimethylsilyl)allyl)-2,4,6-trimethylbenzenesulfonamide